C(C)(C)C1=C(NC2=CC=C(C=C12)C1CNCCC1)C=1C=CC=2N(C1C)N=CN2 6-(3-isopropyl-5-(piperidin-3-yl)-1H-indol-2-yl)-5-methyl-[1,2,4]triazolo[1,5-a]pyridine